2,3,5,6-tetrafluoro-4-trifluoromethyl-phenylamine FC1=C(C(=C(C(=C1F)C(F)(F)F)F)F)N